CC1=NC2=CC=CC=C2C=C1 methyl-quinoline